C(C)(C)(C)OC(COC(COCCCC)C)C 1-[2-(2-t-butoxypropoxy)propoxy]Butane